N,N-dimethyl-piperazine-1-sulfonamide CN(S(=O)(=O)N1CCNCC1)C